OCC12COCC(CC1)N2C(=O)OC(C)(C)C Tert-butyl 1-(hydroxymethyl)-3-oxa-8-azabicyclo[3.2.1]octane-8-carboxylate